ClC1=CC2=C(N=CN(C2=O)CC2(CCN(CC2)C(C2=CC(=CC=C2)F)=O)O)N1C1=CC=C(C=C1)[C@H]1NC[C@@H](OC1)C 6-Chloro-3-((1-(3-fluorobenzoyl)-4-hydroxypiperidin-4-yl)methyl)-7-(4-((3R,6S)-6-methylmorpholin-3-yl)phenyl)-3,7-dihydro-4H-pyrrolo[2,3-d]pyrimidin-4-one